FC1CCN(CC1)CCCN1C(=CN2C1SC1=C2C=CC=C1)C=1C=C(C=CC1)C N-(3-(4-fluoropiperidin-1-yl)propyl)-2-(m-tolyl)benzo[d]imidazo[2,1-b]thiazole